sodium hydroxy acrylate C(C=C)(=O)OO.[Na]